(S)-N-((S)-(3-chloro-4-fluorophenyl)(5-chloro-6-(trifluoromethyl)-pyridin-2-yl)-methyl)-5-oxopyrrolidine-3-carboxamide ClC=1C=C(C=CC1F)[C@H](NC(=O)[C@@H]1CNC(C1)=O)C1=NC(=C(C=C1)Cl)C(F)(F)F